C(C)OC1=CC=C(COC2=C(N=NN2)C(=O)O)C=C1 5-((4-ethoxybenzyl)oxy)-1H-1,2,3-triazole-4-carboxylic acid